2-methoxy-4-(6-(4-decanamidothiophen-2-yl)pyrazin-2-yl)-N-(1H-tetrazol-5-yl)benzamide COC1=C(C(=O)NC2=NN=NN2)C=CC(=C1)C1=NC(=CN=C1)C=1SC=C(C1)NC(CCCCCCCCC)=O